(S)-2'-bromo-5'-methoxy-6-methyl-N-(5-((tetrahydrofuran-3-yl)oxy)-1,3,4-thiadiazol-2-yl)-(4,4'-bipyridine)-3-carboxamide BrC1=NC=C(C(=C1)C1=C(C=NC(=C1)C)C(=O)NC=1SC(=NN1)O[C@@H]1COCC1)OC